(E)-2-hydroxy-3-isopentenyl-4-methoxybenzoic acid OC1=C(C(=O)O)C=CC(=C1CCC(=C)C)OC